ClC1=C(C=C(C(=C1)[N+](=O)[O-])OC)N1CCN(CC1)C 1-(2-chloro-5-methoxy-4-nitrophenyl)-4-methylpiperazine